C1(CC1)NC(C([C@H](CCC(C)(F)F)NC(=O)[C@H]1N(C2CCC1CC2)C([C@H](C(C)(C)C)NC(OC)=O)=O)=O)=O Methyl ((S)-1-((S)-3-(((S)-1-(cyclopropylamino)-6,6-difluoro-1,2-dioxoheptan-3-yl)carbamoyl)-2-azabicyclo[2.2.2]octan-2-yl)-3,3-dimethyl-1-oxobutan-2-yl)carbamate